C(C1=CC=CC=C1)OC1=CC=C(C=C1)C#CC1CCN(CC1)C(=O)OC(C)(C)C tert-butyl 4-[2-(4-benzyloxyphenyl)ethynyl]piperidine-1-carboxylate